isopropylidenedi[p-phenylenecarbonyl-(m-phenylene)]bismaleimide C(C)(C)(C1=CC=C(C=C1)C(=O)C1=CC(=CC=C1)C=1C(=O)NC(C1)=O)C1=CC=C(C=C1)C(=O)C1=CC(=CC=C1)C=1C(=O)NC(C1)=O